6-bromo-7-chloroisoquinolin-1(2H)-one BrC=1C=C2C=CNC(C2=CC1Cl)=O